2-(6-cyano-5-fluoro-2-oxo-1,4-dihydroquinazolin-3-yl)-N-[(1S)-1-(2,4-difluorophenyl)ethyl]acetamide C(#N)C=1C(=C2CN(C(NC2=CC1)=O)CC(=O)N[C@@H](C)C1=C(C=C(C=C1)F)F)F